Butanenthiol C(=CCC)S